(4-((2-amino-3-iodopyridin-4-yl)oxy)-3-fluorophenyl)-1-(3-fluoropyridin-2-yl)-5-(trifluoromethyl)-1H-pyrazole-4-carboxamide NC1=NC=CC(=C1I)OC1=C(C=C(C=C1)C1=NN(C(=C1C(=O)N)C(F)(F)F)C1=NC=CC=C1F)F